FC1NCC2=CC=C(C=C12)[N+](=O)[O-] fluoro-6-nitroisoindoline